1-(3-chlorophenyl)ethyl ((2S)-3-cyclohexyl-1-(((2S)-1-(diethoxyphosphoryl)-1-hydroxy-5-(methyl(phenethyl)amino)-5-oxopentan-2-yl)amino)-1-oxopropan-2-yl)carbamate C1(CCCCC1)C[C@@H](C(=O)N[C@H](C(O)P(=O)(OCC)OCC)CCC(=O)N(CCC1=CC=CC=C1)C)NC(OC(C)C1=CC(=CC=C1)Cl)=O